(E)-4-(((bis(benzyloxy)phosphoryl)oxy)methyl)benzoic acid C(C1=CC=CC=C1)OP(=O)(OCC1=CC=CC=C1)OCC1=CC=C(C(=O)O)C=C1